2-((S)-4-(7-(8-chloro-3-hydroxynaphth-1-yl)-8-fluoro-2-(((2R,7aS)-2-fluorotetrahydro-1H-pyrrolizin-7a(5H)-yl)methoxy)quinazolin-4-yl)-1-(2-fluoroacryloyl)piperazin-2-yl)acetonitrile ClC=1C=CC=C2C=C(C=C(C12)C1=CC=C2C(=NC(=NC2=C1F)OC[C@]12CCCN2C[C@@H](C1)F)N1C[C@@H](N(CC1)C(C(=C)F)=O)CC#N)O